2,2',7,7'-Tetrabromo-9,9'-spirobi[9H-fluorene] BrC1=CC=2C3(C4=CC(=CC=C4C2C=C1)Br)C1=CC(=CC=C1C=1C=CC(=CC13)Br)Br